maleic acid monoethyl ester cadmium salt [Cd+2].C(C)OC(\C=C/C(=O)[O-])=O.C(\C=C/C(=O)[O-])(=O)OCC